CC=1C=C(C=CC1)CC(=O)N1C2=C(OCC1)C(=CN=C2)C2=CC=C(C#N)C=C2 4-(4-(2-(3-methylphenyl)acetyl)-3,4-dihydro-2H-pyrido[4,3-b][1,4]oxazine-8-yl)benzonitrile